BrC=1C=C(C=CC1)C[C@@H](C(=O)O)N(C)C(=O)OCC1C2=CC=CC=C2C=2C=CC=CC12 (2S)-3-(3-bromophenyl)-2-[9H-fluoren-9-ylmethoxycarbonyl-(methyl)amino]propionic acid